ClCC(=O)C=1SC(=C(C1)Br)Br 2-chloro-1-(4,5-dibromo-thiophen-2-yl)-ethanone